ethyl 4-(3-chloro-4-methoxybenzylamino)-2-methanesulfonylpyrimidine-5-carboxylate ClC=1C=C(CNC2=NC(=NC=C2C(=O)OCC)S(=O)(=O)C)C=CC1OC